CC1(C=O)C(C(=CC=C1)C)C 1,2,3-trimethyl-benzaldehyde